methyl 4-(4-fluorobenzyl)-3-oxohept-6-enoate FC1=CC=C(CC(C(CC(=O)OC)=O)CC=C)C=C1